C1(=CC=C(C=C1)C(C(C)N(CC)CC)=O)C 1-p-tolyl-2-diethylamino-1-propanone